3-(5-(3,4-Dihydro-2H-pyran-6-yl)-1-oxoisoindolin-2-yl)piperidine-2,6-dione O1CCCC=C1C=1C=C2CN(C(C2=CC1)=O)C1C(NC(CC1)=O)=O